Ethyl (5R)-5-methyl-2-[4-methyl-6-(propan-2-ylamino)pyridin-3-yl]-6,7-dihydro-5H-pyrazolo[5,1-b][1,3]oxazine-3-carboxylate C[C@@H]1CCN2C(O1)=C(C(=N2)C=2C=NC(=CC2C)NC(C)C)C(=O)OCC